N1(CCOCC1)C12CCC(CC1)(CC2)C(=O)Cl 4-morpholinylbicyclo[2.2.2]Octane-1-carbonyl chloride